4,12-dibutyl-2,2,6,6,10,10,14-heptamethyl-1,7,9,15-tetraoxa-4,12-diaza-8-stannaspiro[7.7]pentadecane C(CCC)N1CC(O[Sn]2(OC(C1)(C)C)OC(CN(CC(O2)C)CCCC)(C)C)(C)C